6-Aminonicotinonitrile NC1=NC=C(C#N)C=C1